3-(3-Chloro-4-fluorophenyl)-1-(8,9-difluoro-3,3-dioxido-6-oxo-1,4,5,6-tetrahydro-2H-thiopyrano[3,4-c]isoquinolin-1-yl)-1-methylurea ClC=1C=C(C=CC1F)NC(N(C)C1CS(CC=2NC(C=3C=C(C(=CC3C21)F)F)=O)(=O)=O)=O